O=C1NC(CCC1C1=CC=C(C=C1)N1CC(C1)C=O)=O (4-(2,6-dioxopiperidin-3-yl)phenyl)azetidine-3-carbaldehyde